6-(3-fluoro-4-(4-methoxybenzyloxy)phenylamino)-3-morpholinoquinoxaline-5-carbonitrile FC=1C=C(C=CC1OCC1=CC=C(C=C1)OC)NC1=C(C=2N=C(C=NC2C=C1)N1CCOCC1)C#N